C12(CC(C1)(C2)[2H])C2CCN(CC2)C=2C(=NC1=CC(=CC(=C1N2)[C@@H](C)NC2=C(C(=O)O)C=CC=C2)C)C#N (R)-2-((1-(3-(4-(bicyclo[1.1.1]pentan-1-yl-3-d)piperidin-1-yl)-2-cyano-7-methylquinoxalin-5-yl)ethyl)amino)benzoic acid